6-fluoro-4,7-dihydro-3H-oxathiepine 2,2-dioxide FC1=CCCS(OC1)(=O)=O